COC1=CC=C(C=N1)NC(=O)C1CC1 N-(6-methoxy-pyridin-3-yl)cyclopropanecarboxylic acid amide